3-((tert-butyldimethylsilyl)oxy)pentane-1,5-diyl bis(4,4-bis(octyloxy)butanoate) C(CCCCCCC)OC(CCC(=O)OCCC(CCOC(CCC(OCCCCCCCC)OCCCCCCCC)=O)O[Si](C)(C)C(C)(C)C)OCCCCCCCC